NC=1C=C2C=CC(NC2=CC1F)=O 6-amino-7-fluoro-1H-quinolin-2-one